C(C(=C)C)(=O)OC1C2C3CCCC3C(C1)C2 tricyclo[5.2.1.02,6]decane-8-yl methacrylate